C1(CC1)C#C[C@@]1(N(C(NC2=CC(=C(C=C12)F)CN1N=C(C=C1)COC)=O)C)C(C)(F)F (S)-4-(cyclopropylethynyl)-4-(1,1-difluoroethyl)-6-fluoro-7-((3-(methoxymethyl)-1H-pyrazol-1-yl)methyl)-3-methyl-3,4-dihydroquinazolin-2(1H)-one